3-(t-butyl-4-hydroxy-5-methyl-phenyl)-propionate C(C)(C)(C)C1=C(C=C(C(=C1)O)C)CCC(=O)[O-]